O[C@@H](CCCCCCCCC(=O)[O-])CCCCCCCC R-10-hydroxyoctadecanate